[(3S,9aS)-3-(1H-benzimidazol-2-yl)-3-hydroxy-1,4,6,7,9,9a-hexahydropyrazino[2,1-c][1,4]oxazin-8-yl]-(2-chloro-3-methoxy-phenyl)methanone N1C(=NC2=C1C=CC=C2)[C@@]2(CN1[C@H](CO2)CN(CC1)C(=O)C1=C(C(=CC=C1)OC)Cl)O